FC(COC(C(=O)N1C(CCC(C1)C)C=1N(N=CC1)C)=O)(F)F.O=C(C(=O)N)N1[C@H](CC[C@H](C1)C)C=1N(N=CC1)C |r| 2-Oxo-2-[rac-(2R,5R)-5-methyl-2-(2-methylpyrazol-3-yl)-1-piperidyl]acetamide 2,2,2-Trifluoroethyl-2-[5-methyl-2-(2-methylpyrazol-3-yl)-1-piperidyl]-2-oxo-acetate